S1C=NC(=C1)N[C@@H](C)C(=O)O (4-thiazolyl)-alanine